NC1=C2C(=C3C(=N1)C=C(N3COCC[Si](C)(C)C)C(=O)N([C@@H](COC)C)CC3=NC=C(C=C3F)Br)COC2 (R)-5-amino-N-((5-bromo-3-fluoropyridin-2-yl)methyl)-N-(1-methoxypropan-2-yl)-1-((2-(trimethylsilyl)ethoxy)methyl)-6,8-dihydro-1H-furo[3,4-d]pyrrolo[3,2-b]pyridine-2-carboxamide